(R)-4-((3-(1-(1,4-dioxaspiro[4.4]nonan-6-yl)-1H-pyrazol-4-yl)-2-cyanophenyl)amino)-6-(cyclopropanecarboxamido)nicotinamide O1CCOC12[C@@H](CCC2)N2N=CC(=C2)C=2C(=C(C=CC2)NC2=CC(=NC=C2C(=O)N)NC(=O)C2CC2)C#N